C(O[C@H]1CCC2=C(C=CC(=C12)F)C(NC1=CC(=C(C=C1)F)Cl)=O)(OCC1=NC=CC=C1)=O (S)-4-((3-Chloro-4-fluorophenyl)carbamoyl)-7-fluoro-2,3-dihydro-1H-inden-1-yl (pyridin-2-ylmethyl) carbonate